C(C1=CC=CC=C1)OCCOCCOCCOC=1C=C(C(=O)O)C=C(C1OCCOCCOCCOCC1=CC=C(C=C1)OC)OCCOCCOCCOCC1=CC=CC=C1 3,5-Bis(2-(2-(2-(benzyloxy)ethoxy)ethoxy)ethoxy)-4-(2-(2-(2-((4-methoxybenzyl)oxy)ethoxy)ethoxy)ethoxy)benzoic acid